4-cyano-N-(3,5-Dimethoxybenzyl)benzenethioamide C(#N)C1=CC=C(C=C1)C(NCC1=CC(=CC(=C1)OC)OC)=S